FC(COC=1C(=NC=CC1)C(=O)O)(F)F 3-(2,2,2-trifluoroethoxy)picolinic acid